(R,E)-2,2-dimethyl-8-oxo-2,3,4,8-tetrahydropyrano[3,2-g]chromen-3-yl 3-(4-(trifluoromethyl)phenyl)acrylate FC(C1=CC=C(C=C1)/C=C/C(=O)O[C@H]1C(OC2=CC3=C(C=C2C1)C=CC(O3)=O)(C)C)(F)F